(±)-trans-tert-butyl-3-ethoxy-4-hydroxypiperidine-1-carboxylate C(C)(C)(C)OC(=O)N1C[C@H]([C@@H](CC1)O)OCC |r|